N-[5-(1H-benzimidazol-2-yl)-1-methyl-pyrazol-3-yl]-6-(4-methyl-piperazin-1-yl)pyridine-3-carboxamide N1C(=NC2=C1C=CC=C2)C2=CC(=NN2C)NC(=O)C=2C=NC(=CC2)N2CCN(CC2)C